(R)-6-(((S)-3-fluoropyrrolidin-1-yl)methyl)-4-methyl-2-(1H-pyrazol-4-yl)-5,7-dihydro-3-oxa-1-thia-7-azaacenaphthylen-8(4H)-one F[C@@H]1CN(CC1)CC1=C2C[C@H](OC3=C(SC(C(N1)=O)=C32)C=3C=NNC3)C